C1=CC(=CC=C1C2=CC(=O)C3=C(O2)C=C(C(=C3O)[C@H]4[C@@H]([C@H]([C@@H]([C@H](O4)CO)O)O)OC5[C@@H]([C@H]([C@@H]([C@H](O5)CO)O)O)O)O)O The molecule is a disaccharide derivative that is the 2"-O-beta-D-glucosyl derivative of isovitexin. It has a role as a metabolite. It is a C-glycosyl compound, a disaccharide derivative and a trihydroxyflavone. It derives from an isovitexin. It is a conjugate acid of an isovitexin 2''-O-beta-D-glucoside(1-).